O=C1NC(CCC1N1C(C2=CC=CC(=C2C1=O)NCCCCNC(CN1CCN(CC1)C1=CC=C(C=C1)C1=NNC2=C1N=C(N=C2)C2=C(C=CC=C2OC)F)=O)=O)=O N-(4-((2-(2,6-Dioxopiperidin-3-yl)-1,3-dioxoisoindolin-4-yl)amino)butyl)-2-(4-(4-(5-(2-Fluoro-6-methoxyphenyl)-1H-pyrazolo[4,3-d]pyrimidin-3-yl)phenyl)piperazin-1-yl)acetamid